CC(C(=O)C1=CC=CC=C1)(C)O 2-methyl-1-phenyl-propan-2-ol-1-one